COC(C1=CC=C(C=C1)[C@@H]1NCC[C@@H](C1)O[Si](C1=CC=CC=C1)(C1=CC=CC=C1)C(C)(C)C)=O |r| (±)-4-((cis)-4-((tert-butyldiphenylsilyl)oxy)piperidin-2-yl)benzoic acid methyl ester